N-[(3R)-1'-(5-bromopyrazin-2-yl)-3H-spiro[1-benzofuran-2,4'-piperidin]-3-yl]carbamic acid tert-butyl ester C(C)(C)(C)OC(N[C@@H]1C2=C(OC13CCN(CC3)C3=NC=C(N=C3)Br)C=CC=C2)=O